1-(4-(2-(difluoromethyl)pyridin-4-yl)-2-iodophenoxy)-2,4-dimethylpentane FC(C1=NC=CC(=C1)C1=CC(=C(OCC(CC(C)C)C)C=C1)I)F